1-(6-chloro-3,4-dihydro-2,7-naphthyridin-2(1H)-yl)propan-1-one tert-butyl-4-(5-bromo-7-fluoro-2H-indazol-2-yl)-piperidine-1-carboxylate C(C)(C)(C)OC(=O)N1CCC(CC1)N1N=C2C(=CC(=CC2=C1)Br)F.ClC=1C=C2CCN(CC2=CN1)C(CC)=O